FC1CCOCC1 4-fluorooxan